C(#N)C1=C2C(=NC=C1OC1=CC(=NC=C1)NC(O[C@@H]1COCC1)=O)N=C(N2C)NC=2C=C1N(N2)CCC12CCC2 (S)-tetrahydrofuran-3-yl (4-((7-cyano-2-((5',6'-dihydrospiro[cyclobutane-1,4'-pyrrolo[1,2-b]pyrazol]-2'-yl)amino)-1-methyl-1H-imidazo[4,5-b]pyridin-6-yl)oxy)pyridin-2-yl)carbamate